[Ir].C1(=CC=CC=C1)C1=CC=CC=2C3=CC=CC=C3C=C(C12)C1=CC=CC=C1 (1,10-diphenylphenanthrene) iridium